(S)-N-((S)-1-(5-(3-methoxyisoquinolin-6-yl)-1H-imidazol-2-yl)-7-oxononyl)-6-methyl-6-azaspiro[2.5]octane-1-carboxamide COC=1N=CC2=CC=C(C=C2C1)C1=CN=C(N1)[C@H](CCCCCC(CC)=O)NC(=O)[C@H]1CC12CCN(CC2)C